FC1=CC=C(OC(=O)NC=2C=C3C(=CNC3=CC2)C2CCN(CC2)CCCCC)C=C1 5-(4-fluorophenoxy)carbonylamino-3-(1-pentylpiperidin-4-yl)-1H-indole